FC=1C=C(C=CC1F)N1C=NC(=C1)C=1C(=C(C(=CC1)O)N1CC(NS1(=O)=O)=O)F 5-(3-(1-(3,4-difluorophenyl)-1H-imidazol-4-yl)-2-fluoro-6-hydroxyphenyl)-1,2,5-thiadiazolidin-3-one 1,1-dioxide